C1(=CC=C(C=C1)CN1N=CC2=CC(=CC(=C12)C(=O)NC1CC2(CCC2)C1)Cl)C1=CC=CC=C1 (Ra)-6-(1-([1,1'-Biphenyl]-4-ylmethyl)-5-chloro-1H-indazol-7-carboxamido)spiro[3.3]heptan